hydroxyphenyl methyl phosphate P(=O)(OC1=C(C=CC=C1)O)(OC)[O-]